(11R)-6-(2,6-dimethylphenyl)-11-(2-methylpropyl)-12-[(pyridazin-4-yl)methyl]-9-oxa-2λ6-thia-3,5,12,19-tetraazatricyclo[12.3.1.14,8]nonadeca-1(17),4,6,8(19),14(18),15-hexaene-2,2-dione CC1=C(C(=CC=C1)C)C=1N=C2NS(C3=CC=CC(CN([C@@H](COC(C1)=N2)CC(C)C)CC2=CN=NC=C2)=C3)(=O)=O